(1R,2S,3R,5R)-3-(4-(methylamino)-7H-pyrrolo[2,3-d]pyrimidin-7-yl)-5-(4-(phenethylamino)but-1-yn-1-yl)cyclopentane-1,2-diol CNC=1C2=C(N=CN1)N(C=C2)[C@H]2[C@@H]([C@@H]([C@H](C2)C#CCCNCCC2=CC=CC=C2)O)O